1-(6-((6-(aminomethyl)-2-(difluoromethyl)pyridin-3-yl)oxy)-2-azaspiro[3.3]heptan-2-yl)-2,2,2-trifluoroethan-1-one NCC1=CC=C(C(=N1)C(F)F)OC1CC2(CN(C2)C(C(F)(F)F)=O)C1